C(C)(C)(C)N1CC=C(C=C1)NC(=O)C1CCC2=CC=C(C=C12)O N-tert.-Butyl-4-[(6-hydroxyindan-1-carbonyl)amino]pyridin